cyclohexylidenepiperidine bromide [Br-].C1(CCCCC1)=C1NCCCC1